C(C1=CC=CC=C1)[C@@]1(N(C[C@H](C1)OCC1=CC=CC=C1)C(=O)OC(C)(C)C)C(=O)OC (2S,4S)-1-tert-butyl 2-methyl 2-benzyl-4-(benzyloxy)pyrrolidine-1,2-dicarboxylate